[Na].[Na].C(=O)=C1C(C(=C1O)O)=C=O 1,2-dicarbonyl-3,4-dihydroxy-3-cyclobutene disodium salt